C(CCC(=O)O)(=O)O.N([C@@H](CC1=CNC=N1)C(=O)O)CC(C)CCC[C@@H](C)[C@H]1CC[C@H]2[C@@H]3CC=C4C[C@@H](O)CC[C@]4(C)[C@H]3CC[C@]12C.N([C@@H](CC1=CNC=N1)C(=O)O)CC(C)CCC[C@@H](C)[C@H]1CC[C@H]2[C@@H]3CC=C4C[C@@H](O)CC[C@]4(C)[C@H]3CC[C@]12C histidino-cholesterol hemisuccinate